NCCNCCO[Si](OC)(OC)CCC1=CC=CC=C1 β-aminoethylaminomethyl-phenethyl-trimethoxysilane